FC1=CC(=CC=2CCOC21)NC(OC)=O methyl (7-fluoro-2,3-dihydrobenzofuran-5-yl)carbamate